ClC=1C=CC=C2C=CC(=NC12)N(C1=NC=CC(=C1)C(F)(F)F)CCCN1CCOCC1 8-Chloro-N-{3-morpholinopropyl}-N-(4-(trifluoromethyl)pyridin-2-yl)chinolin-2-amin